C(#N)[C@H](C[C@H]1C(NCCC1)=O)NC(OC(C)(C)C)=O tert-butyl ((S)-1-cyano-2-((S)-2-oxopiperidin-3-yl)ethyl)carbamate